[Na+].N1(CCOCC1)C(C)S(=O)(=O)[O-] (N-morpholinyl)ethanesulfonic acid sodium salt